FC1=CC=C2C(=CNC(C2=C1F)=O)C(C)NC 7,8-difluoro-4-(1-(methylamino)ethyl)isoquinolin-1(2H)-one